NC1CN(C1)C(=O)C1=NNC(=C1)C1CC1 (3-aminoazetidin-1-yl)(5-cyclopropyl-1H-pyrazol-3-yl)methanone